COC=1C=2N(C=CC1[C@@H](C(F)(F)F)O)N=CC2NC2=CC(=NC=C2C(=O)NC([2H])([2H])[2H])NC(=O)C2CC21CC1 4-((4-Methoxy-5-((S)-2,2,2-trifluoro-1-hydroxyethyl)pyrazolo[1,5-a]pyridin-3-yl)amino)-N-(methyl-d3)-6-(spiro[2.2]pentane-1-carboxamido)nicotinamide